FC(C1=NN=C(O1)C1=CC=C(CN2N=NC(=C2)C=2C=C(C=CC2)N2C[C@H](N([C@H](C2)C)C(=O)OC(C)(C)C)C)C=C1)F tert-butyl (2R,6S)-4-(3-(1-(4-(5-(difluoromethyl)-1,3,4-oxadiazol-2-yl)benzyl)-1H-1,2,3-triazol-4-yl)phenyl)-2,6-dimethylpiperazin-1-carboxylate